O=C1CCCN1 (2S)-5-oxopyrrolidine